methyl 3-amino-cyclobutane-1-carboxylate NC1CC(C1)C(=O)OC